BrC1=CC=C(C(=O)OC=2C=C3C=CNC3=CC2)C=C1 1H-indol-5-yl 4-bromobenzoate